(2R,3R,4R,5S)-2-(4-aminopyrrolo[2,1-f][1,2,4]triazin-7-yl)-3,4-bis(benzyloxy)-5-((benzyloxy)methyl)tetrahydrofuran-2-ol NC1=NC=NN2C1=CC=C2[C@]2(O[C@H]([C@H]([C@H]2OCC2=CC=CC=C2)OCC2=CC=CC=C2)COCC2=CC=CC=C2)O